1-(4-Methylbenzenesulfonyl)azetidine-3-carboxylic acid CC1=CC=C(C=C1)S(=O)(=O)N1CC(C1)C(=O)O